CC(C)(CC(C(C)OOC(C)(C)C)C)OOC(C)(C)C 2,4-dimethyl-2,5-bis(t-butylperoxy)hexane